Cl.C1C(CC2=CC=CC=C12)C1=NC(=NC=C1N1CCNCC1)N 2,3-dihydro-1H-inden-2-yl-5-(piperazin-1-yl)pyrimidin-2-amine hydrochloride